[(3S,9aS)-3-(4-Fluoro-3-phenylphenyl)-3,4,6,7,9,9a-hexahydro-1H-pyrazino[2,1-c][1,4]oxazin-8-yl]-(2-chloro-3-methoxyphenyl)methanon FC1=C(C=C(C=C1)[C@H]1CN2[C@H](CO1)CN(CC2)C(=O)C2=C(C(=CC=C2)OC)Cl)C2=CC=CC=C2